3-(9-((4-(aminomethyl)phenyl)carbamoyl)-4,5-dihydrobenzo[b]thieno[2,3-d]oxepin-8-yl)-6-(((1r,3s,5R,7S)-3-hydroxyadamantan-1-yl)carbamoyl)picolinic acid NCC1=CC=C(C=C1)NC(=O)C1=CC2=C(OCCC3=C2SC=C3)C=C1C=1C(=NC(=CC1)C(NC13CC2(C[C@H](C[C@@H](C1)C2)C3)O)=O)C(=O)O